OC(C(=O)SCCNC(CCNC([C@@H](C(COP(OP(OC[C@@H]1[C@H]([C@H]([C@@H](O1)N1C=NC=2C(N)=NC=NC12)O)OP(=O)(O)O)(=O)O)(=O)O)(C)C)O)=O)=O)CCO 2,4-dihydroxybutyryl-CoA